Benzoyl-carbamic acid C(C1=CC=CC=C1)(=O)NC(O)=O